8-(4-(6-(benzyloxy)-3,4-dihydronaphthalen-1-yl)-3-methoxyphenyl)-3-(dimethoxymethyl)-1-oxa-8-azaspiro[4.5]decane C(C1=CC=CC=C1)OC=1C=C2CCC=C(C2=CC1)C1=C(C=C(C=C1)N1CCC2(CC(CO2)C(OC)OC)CC1)OC